((2-(6-(2-ethyl-5-fluoro-4-hydroxyphenyl)-1H-indazol-3-yl)-1H-imidazol-4-yl)methyl)-1-methyl-1H-pyrazole-4-carboxamide C(C)C1=C(C=C(C(=C1)O)F)C1=CC=C2C(=NNC2=C1)C=1NC=C(N1)CC1=NN(C=C1C(=O)N)C